1,3,3-trimethyl-2,3-dihydro-1H-pyrido[2,3-b][1,4]oxazine CN1C2=C(OC(C1)(C)C)N=CC=C2